(3R,6R,8aS)-6-((2-bromo-1H-indol-3-yl)methyl)-3-(4-hydroxyphenyl)hexahydroindolizin-5(1H)-one BrC=1NC2=CC=CC=C2C1C[C@@H]1C(N2[C@H](CC[C@@H]2CC1)C1=CC=C(C=C1)O)=O